bis(aziridin-1-yl)(pyrimidin-2-ylmethyl)phosphine oxide N1(CC1)P(CC1=NC=CC=N1)(N1CC1)=O